FC=1C(=CC(=NC1)N1N=C(C(=C1C)C(=O)O)C)OC1CN(C1)C(=O)N1N=CC[C@H]1C1=C(C(=CC(=C1)F)F)F (S)-1-(5-fluoro-4-((1-(5-(2,3,5-trifluorophenyl)-4,5-dihydro-1H-pyrazole-1-carbonyl)azetidin-3-yl)oxy)pyridin-2-yl)-3,5-dimethyl-1H-pyrazole-4-carboxylic acid